ClC1=CC=C(C=C1)CN1C=NC2=C(C1=O)CN(CC2)CC2=C(C#N)C=CC=C2 {3-[(4-chlorophenyl)methyl]-4-oxo-3H,4H,5H,6H,7H,8H-pyrido[4,3-d]pyrimidin-6-yl}methylbenzonitrile